CC1=CC(=NC(=N1)C=1C=NC(=CC1C)C(F)(F)F)N1CC(N(CC1)C1=CC=CC=C1)=O 4-(6-METHYL-2-(4-METHYL-6-(TRIFLUOROMETHYL)PYRIDIN-3-YL)PYRIMIDIN-4-YL)-1-PHENYLPIPERAZIN-2-ONE